2-[1-[6-[(4-cyano-2-fluoro-phenyl)methoxy]-2-pyridyl]-4-piperidylidene]acetic acid C(#N)C1=CC(=C(C=C1)COC1=CC=CC(=N1)N1CCC(CC1)=CC(=O)O)F